4-(2-(4-(hydroxymethyl)-5-methylthiazol-2-yl)hydrazineylidene)-5-phenyl-2-(4-phenylthiazol-2-yl)-2,4-dihydro-3H-pyrazol-3-one OCC=1N=C(SC1C)NN=C1C(N(N=C1C1=CC=CC=C1)C=1SC=C(N1)C1=CC=CC=C1)=O